(4aS)-8-((2,6-dioxopiperidin-3-yl)amino)-1,2,4a,5-tetrahydrobenzo[b]pyrazino[1,2-d][1,4]oxazine-3(4H)-carboxylic acid tert-butyl ester C(C)(C)(C)OC(=O)N1C[C@@H]2N(C3=C(OC2)C=C(C=C3)NC3C(NC(CC3)=O)=O)CC1